3-(2-(pyridin-4-yl)propan-2-yl)thiochroman-4-one N1=CC=C(C=C1)C(C)(C)C1CSC2=CC=CC=C2C1=O